4-ethoxy-2-(4H-1,2,4-triazol-4-yl)quinolin-6-amine C(C)OC1=CC(=NC2=CC=C(C=C12)N)N1C=NN=C1